NC1=C(C(=NC(=N1)N1CCC2(CCC[C@H]2N)CC1)C(=O)N)C1=C(C(=CC=C1)Cl)Cl 6-amino-2-[(1R)-1-amino-8-azaspiro[4.5]decan-8-yl]-5-(2,3-dichlorophenyl)-pyrimidine-4-carboxamide